SC(C(C=O)C)CC 3-Mercapto-2-Methylpentanal